3-(N-((4'-(Dimethylamino)-[1,1'-biphenyl]-4-yl)methyl)cyclohexanecarboxamido)-N-(oxazol-2-yl)benzamide CN(C1=CC=C(C=C1)C1=CC=C(C=C1)CN(C(=O)C1CCCCC1)C=1C=C(C(=O)NC=2OC=CN2)C=CC1)C